COC1=C(C=CC=C1C=1C=NN(C1)C)NC1=C2C(=NC(=C1)NC(=O)C1CC1)NN(C2=O)C N-(4-((2-methoxy-3-(1-methyl-1H-pyrazol-4-yl)phenyl)amino)-2-methyl-3-oxo-2,3-dihydro-1H-pyrazolo[3,4-b]pyridin-6-yl)cyclopropanecarboxamide